phenyl-tolyl-ethane C1(=CC=CC=C1)C(C)C1=C(C=CC=C1)C